(S)-2-(4-bromo-2-cyclopropylphenoxy)-3-methoxypropanoic acid BrC1=CC(=C(O[C@H](C(=O)O)COC)C=C1)C1CC1